29-Hydroxy-nonacosanoic acid OCCCCCCCCCCCCCCCCCCCCCCCCCCCCC(=O)O